2-butyl-5-formyl-4-methyl-1H-pyrrole-3-carboxylic acid methyl ester COC(=O)C1=C(NC(=C1C)C=O)CCCC